NC=1C(=NC=NC1)OC(C(=O)OC)C[C@@H](C(=O)OC)NC(=O)OC(C)(C)C dimethyl (4S)-2-((5-aminopyrimidin-4-yl)oxy)-4-((tert-butoxycarbonyl)amino)pentanedioate